N(N)C1=NC=C(N=C1)C(F)(F)F 2-hydrazino-5-(trifluoromethyl)pyrazine